NC1=NC(=C(C=C1C=1C=C2CC(NC(C2=CC1)=O)CN(C)C)C1=CC=C(C=C1)N1CCN(CC1)C(C)C)F 6-(2-amino-6-fluoro-5-(4-(4-isopropylpiperazin-1-yl)phenyl)pyridin-3-yl)-3-((dimethylamino)methyl)-3,4-dihydroisoquinolin-1(2H)-one